[Si].[Mg] magnesium silicon